2-(7-bromo-1H-indol-2-yl)-1,3,4-oxadiazole BrC=1C=CC=C2C=C(NC12)C=1OC=NN1